C12(CC3CC(CC(C1)C3)C2)CC(=O)NCCCCCCCCN(C)C2=CC(=CC=C2)C2=NC=3N(C(=C2)N2CCN(CC2)CCO)N=C(C3C3=CC=CC=C3)C 2-(Adamantan-1-yl)-N-(8-((3-(7-(4-(2-hydroxyethyl)piperazin-1-yl)-2-methyl-3-phenylpyrazolo[1,5-a]pyrimidin-5-yl)phenyl)(methyl)amino)octyl)acetamide